C(C)(C)N1C(N(C=2N=NC=3C=CC(=CC3C21)C=2C=NC(=CC2)COCCN2C[C@H](CC2)OC)C)=O (S)-1-isopropyl-8-(6-((2-(3-methoxypyrrolidin-1-yl)ethoxy)methyl)pyridin-3-yl)-3-methyl-1H-imidazo[4,5-c]cinnolin-2(3H)-one